N(=C=O)CC12CCC(CC1)C2 (isocyanatomethyl)bicyclo(2.2.1)heptane